(4-chloro-3-nitrophenyl)(pyridin-3-yl)methanol ClC1=C(C=C(C=C1)C(O)C=1C=NC=CC1)[N+](=O)[O-]